C(C1=CC=CC=C1)C1=C(NC2=CC(=CC=C12)C(C#N)(C1=CC=C(C=C1)C)C1=CC=C(C=C1)O)C 2-(3-Benzyl-2-methyl-1H-indol-6-yl)-2-(4-hydroxyphenyl)-2-(p-tolyl)acetonitrile